N-(2-(7-(3-fluoro-4-(trifluoromethyl)phenoxy)-3,4-dihydroisoquinolin-2(1H)-yl)-2-oxoeth-yl)-N-methylmethane-sulfonamide FC=1C=C(OC2=CC=C3CCN(CC3=C2)C(CN(S(=O)(=O)C)C)=O)C=CC1C(F)(F)F